5-[[(3R,5R)-5-[4-(hydroxymethyl)phenyl]-1-methyl-3-piperidyl]amino]-2,4-dimethyl-pyridazin-3-one OCC1=CC=C(C=C1)[C@H]1C[C@H](CN(C1)C)NC1=C(C(N(N=C1)C)=O)C